(M)-6-Chloro-7-(3-chloro-2-fluoro-phenyl)-4-[(2S,5R)-2,5-dimethyl-4-prop-2-enoyl-piperazin-1-yl]-1-(2-isopropyl-4-methyl-3-pyridyl)pyrido[2,3-d]pyrimidin-2-one ClC1=CC2=C(N(C(N=C2N2[C@H](CN([C@@H](C2)C)C(C=C)=O)C)=O)C=2C(=NC=CC2C)C(C)C)N=C1C1=C(C(=CC=C1)Cl)F